8-methoxy-3-(4-(trifluoromethoxy)phenyl)-2-(trifluoromethyl)-4H-pyrido[1,2-a]pyrimidin-4-one COC1=CC=2N(C(C(=C(N2)C(F)(F)F)C2=CC=C(C=C2)OC(F)(F)F)=O)C=C1